8-(2,5-dichloropyrimidin-4-yl)-3-(4-methoxybenzyl)-2-methyl-3H-imidazo[4,5-C]quinoline ClC1=NC=C(C(=N1)C1=CC=2C3=C(C=NC2C=C1)N(C(=N3)C)CC3=CC=C(C=C3)OC)Cl